(S)-4-(1-fluoro-3-hydroxy-propan-2-yl)thiomorpholine 1,1-dioxide FC[C@H](CO)N1CCS(CC1)(=O)=O